3-((3-((1-(Benzyloxycarbonyl)pyrrolidin-3-yl)oxy)-3-oxopropyl)amino)-7-trifluoromethoxy-benzo[e][1,2,4]triazine-1,4-dioxide C(C1=CC=CC=C1)OC(=O)N1CC(CC1)OC(CCNC=1N=[N+](C2=C([N+]1[O-])C=CC(=C2)OC(F)(F)F)[O-])=O